6-[3-(3,3-dimethylbutoxy)phenyl]-14-oxa-2λ6,5-dithia-3,20,25,26-tetrazatetracyclo[19.3.1.14,7.08,13]hexacosa-1(25),4(26),6,8,10,12,21,23-octaene 2,2-dioxide CC(CCOC=1C=C(C=CC1)C=1SC=2NS(C=3C=CC=C(NCCCCCOC4=CC=CC=C4C1N2)N3)(=O)=O)(C)C